ClC=1C=C(C=NC1NC)N1C(NC2=C1C=CC=C2)=O 1-(5-chloro-6-(methylamino)pyridin-3-yl)-1H-benzo[d]imidazol-2(3H)-one